ClC1=C(C(=CC=C1Cl)O)[C@@H]1C[C@H]2N(C(CN(C2)C(CO)=O)=O)CC1 (8S,9aR)-8-(2,3-dichloro-6-hydroxyphenyl)-2-(2-hydroxyacetyl)-hexahydro-1H-pyrido[1,2-a]pyrazin-4-one